COC=1C=C(C(=CC1OC1CC(C1)NC(=O)OC(C)(C)C)C(=O)OC)C(=O)OC 1,2-dimethyl 4-methoxy-5-[(1r,3r)-3-[[(tert-butoxy)carbonyl]amino]cyclobutoxy]benzene-1,2-dicarboxylate